C(=C)[Si](O[Si](CC)(CC)CC)(O[Si](CC)(CC)CC)O[Si](CC)(CC)CC vinyl-tris(triethylsiloxy)silane